phenoxybenzofuran-5-carbonitrile O(C1=CC=CC=C1)C=1OC2=C(C1)C=C(C=C2)C#N